tert-butyl 2-(1-isopropyl-3-methyl-1H-indazol-4-yl)acetate C(C)(C)N1N=C(C2=C(C=CC=C12)CC(=O)OC(C)(C)C)C